6-m-methylbenzyl-5-methylhexadienone CC=1C=C(CC=C(C=CC(C)=O)C)C=CC1